N-(3-(2-((2-methoxy-4-morpholinophenyl)amino)quinazolin-8-yl)phenyl)acrylamide COC1=C(C=CC(=C1)N1CCOCC1)NC1=NC2=C(C=CC=C2C=N1)C=1C=C(C=CC1)NC(C=C)=O